4'-bromo-N,N-diphenyl-[1,1'-biphenyl]-4-amine BrC1=CC=C(C=C1)C1=CC=C(C=C1)N(C1=CC=CC=C1)C1=CC=CC=C1